5-(2'-Fluoro-2-methyl-[1,1'-biphenyl]-3-yl)isoindoline FC1=C(C=CC=C1)C1=C(C(=CC=C1)C=1C=C2CNCC2=CC1)C